4-(((2-(2,6-dioxopiperidin-3-yl)-1-oxo-3H-isoindol-5-yl)amino)methyl)benzoic acid O=C1NC(CCC1N1C(C2=CC=C(C=C2C1)NCC1=CC=C(C(=O)O)C=C1)=O)=O